C1(CC1)NCC1=C(C=CC(=C1)F)OCC(F)F cyclopropyl-(2-(2,2-difluoroethoxy)-5-fluorophenyl)methylamine